(1R,3R,4S,5R)-1,3-dihydroxy-4,5-bis{[(2E)-3-(3-hydroxy-4-methoxyphenyl)prop-2-enyl]oxy}cyclohexane-1-carboxylic acid methyl ester COC(=O)[C@]1(C[C@H]([C@@H]([C@@H](C1)OC\C=C\C1=CC(=C(C=C1)OC)O)OC\C=C\C1=CC(=C(C=C1)OC)O)O)O